N[C@H](C(=O)OC)C[C@H]1C(NC(C1)(C)C)=O (S)-methyl 2-amino-3-((R)-5,5-dimethyl-2-oxopyrrolidin-3-yl)propanoate